BrC1=CNC2=NC(=CN=C21)N2CCC1([C@@H]([C@@H](OC1)C)N[S@](=O)C(C)(C)C)CC2 (R)-N-((3S,4S)-8-(7-bromo-5H-pyrrolo[2,3-b]pyrazin-3-yl)-3-methyl-2-oxa-8-azaspiro[4.5]dec-4-yl)-2-methylpropan-2-sulfinamide